FC1(CC(C1)NC1=NC=CC2=CC=C(C=C12)C1=NOC(=N1)C)C(=O)NC=1SC(=C(N1)C)C(=O)OC(C)(C)C tert-butyl 2-((1s,3s)-1-fluoro-3-((7-(5-methyl-1,2,4-oxadiazol-3-yl) isoquinolin-1-yl) amino) cyclobutane-1-carboxamido)-4-methylthiazole-5-carboxylate